[Pd].C1(=CC=CC=C1)P(C1=CC=CC=C1)C1=CC=CC=C1.C1(=CC=CC=C1)P(C1=CC=CC=C1)C1=CC=CC=C1.C1(=CC=CC=C1)P(C1=CC=CC=C1)C1=CC=CC=C1.C1(=CC=CC=C1)P(C1=CC=CC=C1)C1=CC=CC=C1 Tetratriphenylphosphine palladium (0)